C1(CC1)NCC1=CC=C(C=C1)C#CC(C)(O)C 4-(4-((cyclopropylamino)methyl)phenyl)-2-methylbut-3-yn-2-ol